N-(2-hydroxy-1-(5-methylthiophene-2-yl)ethyl)-1-(5-methyl-2-((tetrahydro-2H-pyran-4-yl)amino)-pyrimidin-4-yl)-1H-imidazole-4-amide OCC(C=1SC(=CC1)C)NC(=O)C=1N=CN(C1)C1=NC(=NC=C1C)NC1CCOCC1